O=C1C=CN(N1)C1=CC=CC=C1 5-oxo-2-phenylpyrazolin